NC(=O)N.[S] sulfur (urea)